1'-(tert-butyl) 5'-methyl (3'R,5'S)-[1,3'-bipyrrolidine]-1',5'-dicarboxylate N1(CCCC1)[C@H]1CN([C@@H](C1)C(=O)OC)C(=O)OC(C)(C)C